2-(acryloyloxy)ethyl-6-hydroxycaproic acid C(C=C)(=O)OCCC(C(=O)O)CCCCO